3-fluoro-5-nitro-2-(prop-1-en-2-yl)pyridin-4-amine FC=1C(=NC=C(C1N)[N+](=O)[O-])C(=C)C